(((5S)-1-benzyl-5-(hydroxymethyl)pyrrolidin-3-yl)methyl)carbamic acid tert-butyl ester C(C)(C)(C)OC(NCC1CN([C@@H](C1)CO)CC1=CC=CC=C1)=O